tert-butyl 4-cyano-2,2,3,3,4,5,5,6,6-nonadeuterio-piperidine-1-carboxylate C(#N)C1(C(C(N(C(C1([2H])[2H])([2H])[2H])C(=O)OC(C)(C)C)([2H])[2H])([2H])[2H])[2H]